(2S,5R)-N-{[(2R,4S)-4-(1H-imidazol-1-ylmethyl)-pyrrolidin-2-yl]methyloxy}-7-oxo-6-(sulfooxy)-1,6-diazabicyclo[3.2.1]octane-2-carboxamide N1(C=NC=C1)C[C@H]1C[C@@H](NC1)CONC(=O)[C@H]1N2C(N([C@H](CC1)C2)OS(=O)(=O)O)=O